(3aS,7aS)-3a-(3,4-dimethoxyphenyl)-1-methyl-2,3,3a,4,5,7a-hexahydro-1H-indol-6-yl-4-methylpentanoate COC=1C=C(C=CC1OC)[C@@]12CCN([C@H]2C=C(CC1)OC(CCC(C)C)=O)C